{4-[2-(1,4'-bipiperidin-1'-yl)-2-oxoethyl]-1,3-thiazol-2-yl}methyl-carbamic acid tert-butyl ester C(C)(C)(C)OC(NCC=1SC=C(N1)CC(=O)N1CCC(CC1)N1CCCCC1)=O